BrC=1C=CC=2C(N3C(C2C1)CC=CCC3)=O 2-bromo-7H,8H,11H,11aH-azepino[2,1-a]isoindol-5-one